N[C@H](C(=O)O)CCCNCC1=C(C=CC=C1)NC(C1=CC(=CC=C1)OC)=O (S)-2-amino-5-((2-(3-methoxybenzamido)benzyl)amino)pentanoic acid